8-fluoro-1-(((R)-1-(4-methoxyphenyl)ethyl)(methyl)amino)-1,3,4,5-tetrahydrophenanthridin-6(2H)-one FC=1C=C2C(NC=3CCCC(C3C2=CC1)N(C)[C@H](C)C1=CC=C(C=C1)OC)=O